OCC(C)(C)NC(=O)C1=NC=C(N=C1)OCC=1C(=NOC1C)C=1C=NC(=CC1)C N-(2-hydroxy-1,1-dimethyl-ethyl)-5-((5-methyl-3-(6-methyl-3-pyridinyl)isoOxazol-4-yl)methoxy)pyrazine-2-carboxamide